NC(C(=O)O)CC1=C(C=NC=C1Cl)Cl 2-amino-3-(3,5-dichloropyridin-4-yl)propanoic acid